azobis(2,3-dimethylbutane) N(=NCC(C(C)C)C)CC(C(C)C)C